CC1(N2C(COC1)=NC(=C2)NC(C2=CC(=C(C=C2)C)C#CC=2C=NC(=CC2)NC)=O)C N-(5,5-Dimethyl-6,8-dihydroimidazo[2,1-c][1,4]oxazin-2-yl)-4-methyl-3-[2-[6-(methylamino)-3-pyridyl]ethynyl]benzamide